(spiro[2.5]octan-6-yl)-1,2-dihydro-1,8-naphthyridine-3-carboxamide C1CC12CCC(CC2)N2CC(=CC1=CC=CN=C21)C(=O)N